1-(2,5-Dimethyl-1-(naphthalen-1-yl)-1H-pyrrol-3-yl)-2-(4-hydroxypiperidin-1-yl)ethanone methyl-3-fluoro-5-(1-propyl-4-(trifluoromethyl)-1H-pyrazol-5-yl)benzoate COC(C1=CC(=CC(=C1)C1=C(C=NN1CCC)C(F)(F)F)F)=O.CC=1N(C(=CC1C(CN1CCC(CC1)O)=O)C)C1=CC=CC2=CC=CC=C12